C1(CC1)C1=NN(C=C1C1=NC2=CC=CC=C2N=C1)[C@@H]1C[C@H](C1)C=O trans-3-(3-cyclopropyl-4-(quinoxalin-2-yl)-1H-pyrazol-1-yl)cyclobutane-1-carbaldehyde